1-(7-methoxy-4-methylquinazolin-2-yl)guanidine COC1=CC=C2C(=NC(=NC2=C1)NC(=N)N)C